2-(4-iodo-3,5-dimethyl-1H-pyrazol-1-yl)-2-methyl-N-(2-(prop-1-yn-1-yl)-4-(trifluoromethyl)phenyl)propanamide IC=1C(=NN(C1C)C(C(=O)NC1=C(C=C(C=C1)C(F)(F)F)C#CC)(C)C)C